BrC1=C2C(=C3C(=NC(=NC3=C1)Cl)N1CCOCCC1)N(N=C2)C2OCCCC2 4-(4-bromo-7-chloro-1-tetrahydropyran-2-yl-pyrazolo[3,4-f]quinazolin-9-yl)-1,4-oxazepane